4-((2S,5R)-4-(1-(6-cyclopropylpyridin-3-yl)ethyl)-2,5-diethylpiperazin-1-yl)-1-methyl-2-oxo-1,2-dihydropyrido[3,2-d]pyrimidine-6-carbonitrile C1(CC1)C1=CC=C(C=N1)C(C)N1C[C@@H](N(C[C@H]1CC)C=1C2=C(N(C(N1)=O)C)C=CC(=N2)C#N)CC